triethanolamine triacetate C(C)(=O)O.C(C)(=O)O.C(C)(=O)O.N(CCO)(CCO)CCO